CN1CC(CCC1)C(=O)N 1-methylpiperidine-3-carboxamide